tert-butyl-4-(1-((4-amino-2-fluorobenzyl)carbamoyl)piperidin-4-yl)piperazine-1-carboxylate C(C)(C)(C)OC(=O)N1CCN(CC1)C1CCN(CC1)C(NCC1=C(C=C(C=C1)N)F)=O